2-(2-carbamoyl-2-methylideneethyl)-N-(3-methoxyphenyl)-3-oxo-1H,2H,3H-benzo[e]isoindole-8-carboxamide C(N)(=O)C(CN1C(C=2C=CC3=C(C2C1)C=C(C=C3)C(=O)NC3=CC(=CC=C3)OC)=O)=C